ClC=1C(=C(C=CC1)NC(=O)C1=CC(=CC=2NC(=NC21)CC(C)C)NC(=O)C2=C(C=CC=C2)C(F)(F)F)C N-(3-chloro-2-methylphenyl)-2-(2-methylpropyl)-6-({[2-(trifluoromethyl)phenyl]carbonyl}amino)-1H-benzimidazole-4-carboxamide